C(CCCCC)N1N(N(C(=C1C)C)C)C 1-hexyl-2,3,4,5-tetramethyltriazole